C1=CC=CC=2C3=CC=CC=C3N(C12)C=1C=CC=2NC3=CC=C(C=C3C2C1)N1C2=CC=CC=C2C=2C=CC=CC12 9,3':6',9''-ter-9H-carbazole